1,3-Dimethyl-4-[(2S)-pyrrolidin-2-yl]-1H-pyrazole, hydrochloride salt Cl.CN1N=C(C(=C1)[C@H]1NCCC1)C